FC1=NC=CC=C1CC=1N=C2N(C(=NC=3C(=CC=CC23)OC)N)C1 2-((2-fluoropyridin-3-yl)methyl)-7-methoxyimidazo[1,2-c]quinazolin-5-amine